OC=1C=C(C=CC1O)C(C(=N)N)O 2-(3,4-dihydroxyphenyl)-2-hydroxy-acetamidine